O=C1NC(CCC1C1=C(CN2CCN(CC2)C2=CC=C(C=C2)C2=CC=C3CN(C(C3=C2)=O)C(C(=O)NC=2SC=CN2)C2=C(C=CC(=C2)F)O)C=CC=C1)=O 2-(6-(4-(4-(2-(2,6-dioxopiperidin-3-yl)benzyl)piperazin-1-yl)phenyl)-1-oxoisoindolin-2-yl)-2-(5-fluoro-2-hydroxyphenyl)-N-(thiazol-2-yl)acetamide